CO[C@@H](CNC=1C=C(C(=O)OC)C=CC1[N+](=O)[O-])C methyl (R)-3-((2-methoxypropyl) amino)-4-nitrobenzoate